2-hydroxyphenylhexyl-2-methoxyphenylacetophenone OC1=C(C=CC=C1)CCCCCCC(C(=O)C1=CC=CC=C1)C1=C(C=CC=C1)OC